C1(=CC=CC=C1)C(C)NCC(C)NC(C)C1=CC=CC=C1 N1,N2-Di(1-Phenylethyl)-1,2-propandiamin